5-(2-fluoro-6-methylphenyl)-3-(4-(4-morpholinopiperidin-1-yl)phenyl)-1H-pyrazolo[4,3-c]pyridazin-6(5H)-one FC1=C(C(=CC=C1)C)N1N=C2C(=CC1=O)NN=C2C2=CC=C(C=C2)N2CCC(CC2)N2CCOCC2